rac-(3R,4S)-tetrahydrofuran-3,4-diol O1C[C@H]([C@H](C1)O)O |r|